(E)-1,3-thiazole-4-carboxylic acid S1C=NC(=C1)C(=O)O